6-(2-(methoxymethoxy)phenyl)-4-(8-(2-(3-(piperidin-1-yl)prop-1-yn-1-yl)pyridin-4-yl)-3,8-diazabicyclo[3.2.1]octan-3-yl)pyridazin-3-amine COCOC1=C(C=CC=C1)C1=CC(=C(N=N1)N)N1CC2CCC(C1)N2C2=CC(=NC=C2)C#CCN2CCCCC2